4-(1-(5-(5-(2,3-Dihydro-1H-inden-4-yl)-6-methoxy-1H-pyrazolo[4,3-b]pyridin-3-yl)pyridin-2-yl)ethyl)morpholine C1CCC2=C(C=CC=C12)C1=C(C=C2C(=N1)C(=NN2)C=2C=CC(=NC2)C(C)N2CCOCC2)OC